Cl.NC1=CC(=NC(=C1)NC1=C(C=CC=C1)O)C(=O)N(C)C1CC2=CC=CC=C2C1 4-Amino-N-(2,3-dihydro-1H-inden-2-yl)-6-((2-hydroxyphenyl)amino)-N-methyl-picolinamide hydrochloride